N,N-diethylammonium tetrakis(pentafluorophenyl)borate FC1=C(C(=C(C(=C1[B-](C1=C(C(=C(C(=C1F)F)F)F)F)(C1=C(C(=C(C(=C1F)F)F)F)F)C1=C(C(=C(C(=C1F)F)F)F)F)F)F)F)F.C(C)[NH2+]CC